O=C1NC(CCC1N1C(N(C2=C1C=CC(=C2)C2CCC(CC2)CC(=O)O)C)=O)=O 2-[4-[1-(2,6-dioxo-3-piperidyl)-3-methyl-2-oxo-benzimidazol-5-yl]cyclohexyl]acetic acid